(+/-)-2,4,6,8-tetramethyldecan-1-ol CC(CO)CC(CC(CC(CC)C)C)C